1,8-dichloro-10-bromoanthracene ClC1=CC=CC2=C(C3=CC=CC(=C3C=C12)Cl)Br